(2,6-dimethyl-4-(7-(2,2,3,3-tetrafluoropropoxy)-1,3,4,5-tetrahydro-2H-benzo[c]azepin-2-yl)phenyl)-3,3-dimethylbutanamide CC1=C(C(=CC(=C1)N1CC2=C(CCC1)C=C(C=C2)OCC(C(F)F)(F)F)C)C(C(=O)N)C(C)(C)C